FC1=CC=2N(C=C1)C(=CN2)C2=C1CNC(C1=C(C=C2)NC2=NC(=CC=C2)N2CC(C2)O)=O 4-(7-fluoroimidazo[1,2-a]pyridin-3-yl)-7-((6-(3-hydroxyazetidin-1-yl)pyridin-2-yl)amino)isoindolin-1-one